(2S,4r)-N-(2-cyclopentyl-4,5,6,7-tetrahydroindazol-7-yl)-1-[(2S)-2-(4-cyclopropyltriazol-1-yl)-3,3-dimethyl-butyryl]-4-hydroxy-pyrrolidine-2-carboxamide C1(CCCC1)N1N=C2C(CCCC2=C1)NC(=O)[C@H]1N(C[C@@H](C1)O)C([C@H](C(C)(C)C)N1N=NC(=C1)C1CC1)=O